((R)-1-(((S)-1-((5-Chloro-2-(2-((3-hydroxypropyl)amino)-2-oxoethoxy)benzyl)amino)-1-oxopropan-2-yl)amino)-1-oxo-4-phenylbutan-2-yl)carbamate ClC=1C=CC(=C(CNC([C@H](C)NC([C@@H](CCC2=CC=CC=C2)NC([O-])=O)=O)=O)C1)OCC(=O)NCCCO